3-[(3-chloro-2-methoxyphenyl)amino]-2-[3-[(2S)-oxolan-2-ylmethoxy]pyridin-4-yl]-1,5,6,7-tetrahydroindol-4-one ClC=1C(=C(C=CC1)NC1=C(NC=2CCCC(C12)=O)C1=C(C=NC=C1)OC[C@H]1OCCC1)OC